ClC1=CC=C2C(=NC(N(C2=C1)C1=CCCC1)=O)N(C)C 7-chloro-1-(cyclopent-1-en-1-yl)-4-(dimethylamino)quinazolin-2(1H)-one